C(#N)C1=C(CN(S(=O)(=O)C2=C(C(=C(C=C2F)F)F)F)CC(=O)O)C=CC=C1 2-(N-(2-cyanobenzyl)-2,3,4,6-tetrafluorophenylsulfonamido)acetic acid